dibutyl bis(ethyl acetoacetate) tin [Sn].C(C)CC(CC(=O)OCCCC)=O.C(C)CC(CC(=O)OCCCC)=O